3-(5-(4-(2-(4-(4'-chloro-5'-oxo-5'H-spiro[cyclohexane-1,7'-indolo[1,2-a]quinazolin]-10'-yl)piperidin-1-yl)acetyl)piperazin-1-yl)-1-oxoisoindolin-2-yl)piperidine-2,6-dione ClC=1C=2C(N=C3N(C2C=CC1)C1=CC(=CC=C1C31CCCCC1)C1CCN(CC1)CC(=O)N1CCN(CC1)C=1C=C3CN(C(C3=CC1)=O)C1C(NC(CC1)=O)=O)=O